1-chloro-2-fluoro-4-methylbenzene ClC1=C(C=C(C=C1)C)F